NC1=NC(=CC(=N1)C=1C(=C(C#N)C=CC1)C)C=1N=NN(C1)CC1=NC(=CC=C1)CO[Si](C)(C)C(C)(C)C 3-(2-amino-6-(1-((6-(((tert-butyldimethylsilyl)oxy)methyl)pyridin-2-yl)methyl)-1H-1,2,3-triazol-4-yl)pyrimidin-4-yl)-2-methylbenzonitrile